C(C)(=O)SC1=CC=C(C=C1)N1CCN(CC1)C(=O)OC(C)(C)C tert-butyl 4-(4-(acetylthio)phenyl)piperazine-1-carboxylate